C(C1=CC=CC=C1)N1[C@@H](C[C@@H](CC1)C1=NN=CN1C)C1CC1 (2S,4R)-1-benzyl-2-cyclopropyl-4-(4-methyl-4H-1,2,4-triazol-3-yl)piperidine